5-(4-((2-(3-ethylureido)-1-methyl-1H-imidazol-5-yl)methyl)piperidin-1-yl)-N,6-dimethylpicolinamide C(C)NC(NC=1N(C(=CN1)CC1CCN(CC1)C=1C=CC(=NC1C)C(=O)NC)C)=O